(1S,2S)-N-[6-cyano-7-(4-methyl-6-propanoylpyridin-3-yl)isoquinolin-3-yl]-2-fluorocyclopropane-1-carboxamide C(#N)C=1C=C2C=C(N=CC2=CC1C=1C=NC(=CC1C)C(CC)=O)NC(=O)[C@H]1[C@H](C1)F